(3S)-3-(Boc-amino)-1-butanol C(=O)(OC(C)(C)C)N[C@H](CCO)C